FC1=C(C=CC=C1)C1=NC2=CC=C(C=C2C=C1C1=C(C=CC=C1)F)NC(CCC(CC)O)=O N-(2,3-bis(2-fluorophenyl)quinolin-6-yl)-4-hydroxyhexanamide